4-(4-((1-(3-fluorophenyl)azetidin-3-yl)sulfonyl)-3,4-dihydro-2H-pyrido[4,3-b][1,4]oxazin-8-yl)benzonitrile FC=1C=C(C=CC1)N1CC(C1)S(=O)(=O)N1C2=C(OCC1)C(=CN=C2)C2=CC=C(C#N)C=C2